CC(CSC)(C)NC(=O)C=1C2=CN(N=C2C(=CC1)F)C=1C=NC=CC1 N-[1,1-dimethyl-2-(methylsulfanyl)ethyl]-7-fluoro-2-(3-pyridinyl)-2H-indazole-4-carboxamide